FC([C@H](CC(C(=O)[O-])=C)N(S(=O)(=O)C(C)(C)C)CC=C)(F)F (4s)-5,5,5-trifluoro-2-methylidene-4-[N-(prop-2-en-1-yl)2-methylpropane-2-sulfonamido]pentanoate